CC1=C(C=NC=C1)C=1CCN(CC1)C(=O)[O-] 4-methyl-3',6'-dihydro-[3,4'-bipyridine]-1'(2'H)-formate